C1=CC(=CC=C1[C@H](C(=O)O)N)O D-p-hydroxyphenylglycine